N-(3-cis-hydroxy-3-methylcyclobutyl)acetamide OC1(CC(C1)C)NC(C)=O